C(C)C1=NC2=CC=C(C(=C2NC1=O)F)CN1CCN(CC1)C=1C=CC(=NC1F)C(=O)NC 5-[4-[(2-ethyl-5-fluoro-3-oxo-4H-quinoxalin-6-yl)methyl]piperazin-1-yl]-6-fluoro-N-methyl-pyridine-2-carboxamide